trimethoxymethyltriethoxysilane COC(OC)(OC)[Si](OCC)(OCC)OCC